(S)-4-(5-((3,3-dimethylbutan-2-yl)carbamoyl)-1-methyl-4-((4-methylphenyl)sulphonamido)-1H-pyrazol-3-yl)-3,6-dihydropyridine-1(2H)-carboxylic acid tert-butyl ester C(C)(C)(C)OC(=O)N1CCC(=CC1)C1=NN(C(=C1NS(=O)(=O)C1=CC=C(C=C1)C)C(N[C@@H](C)C(C)(C)C)=O)C